(2R,4S)-4-hydroxy-1-[(2S)-2-[4-(1-hydroxy-1-methyl-2-phenyl-ethyl)triazol-1-yl]-3,3-dimethyl-butanoyl]-N-methyl-pyrrolidine-2-carboxamide O[C@H]1C[C@@H](N(C1)C([C@H](C(C)(C)C)N1N=NC(=C1)C(CC1=CC=CC=C1)(C)O)=O)C(=O)NC